C(C1=CC=CC=C1)N1C(C=C(C=C1)C=1C=C2CN(C(C2=CC1)=O)C1C(NC(CC1)=O)=O)=O 3-(5-(1-benzyl-2-oxo-1,2-dihydropyridin-4-yl)-1-oxoisoindolin-2-yl)piperidine-2,6-dione